4-(3-(quinazolin-4-yloxy)propyl)morpholine N1=CN=C(C2=CC=CC=C12)OCCCN1CCOCC1